N[C@](C(=O)O)(C)C1=CC=CC=C1 (2R)-amino-2-phenylpropionic acid